5-Amino-1-(3-nitrophenyl)-1H-pyrazole-4-carbonitrile NC1=C(C=NN1C1=CC(=CC=C1)[N+](=O)[O-])C#N